C(CCCC)=N[C@@H](CS)C(=O)O pentylidenecysteine